3-fluoro-4-(((7-oxo-5,6,7,8-tetrahydronaphthalen-2-yl)oxy)methyl)benzonitrile FC=1C=C(C#N)C=CC1COC1=CC=2CC(CCC2C=C1)=O